FC=1C=C(C=CC1OC1=CC=NC2=CC(=CN=C12)OC)NC(=O)C=1C(N(C=CC1C)C1=CC=C(C=C1)F)=O N-[3-fluoro-4-[(7-methoxy-1,5-naphthyridin-4-yl)oxy]phenyl]-1-(4-fluorophenyl)-4-methyl-2-oxopyridine-3-carboxamide